O=C1OC(CN1)C1=C(C=C(C=2N=COC21)C2=CC=C(C=C2)OC(F)(F)F)CNC(C=C)=O N-((7-(2-oxooxazolidin-5-yl)-4-(4-(trifluoromethoxy)phenyl)benzo[d]oxazol-6-yl)methyl)acrylamide